(2S,3S,4S,5R)-2,3,4,5-tetrahydroxy-6-oxohexanoic acid O[C@H](C(=O)O)[C@H]([C@@H]([C@H](C=O)O)O)O